1-((1R,5S)-6,6-Dimethylbicyclo[3.1.1]hept-2-en-2-yl)pent-4-en-1-one CC1([C@H]2CC=C([C@@H]1C2)C(CCC=C)=O)C